C(C=C)OC1=C(C=CC=C1)Br O-allyl-bromophenol